2-bromo-1-[4-fluoro-3,5-bis(trifluoromethyl)phenyl]ethan-1-one BrCC(=O)C1=CC(=C(C(=C1)C(F)(F)F)F)C(F)(F)F